6-bromo-3,4-dichloro-1,8-naphthyridine BrC=1C=C2C(=C(C=NC2=NC1)Cl)Cl